1-(5-((3-benzhydryl-3,6-diazabicyclo[3.1.1]heptane-6-yl)methyl)-1-oxoisoindolin-2-yl)dihydropyrimidine-2,4(1H,3H)-dione C(C1=CC=CC=C1)(C1=CC=CC=C1)N1CC2N(C(C1)C2)CC=2C=C1CN(C(C1=CC2)=O)N2C(NC(CC2)=O)=O